C(O)(O)=O.C(C(C)O)O Propylenglycol Carbonate